FC(C)(F)C1=NC(=CC(=N1)NC1=CC(=NC=C1OCCOC(F)F)NC(C)=O)CC N-(4-((2-(1,1-difluoroethyl)-6-ethylpyrimidin-4-yl)amino)-5-(2-(difluoromethoxy)ethoxy)pyridin-2-yl)acetamide